BrC1=CC=C(C=C1)C=C[N+](=O)[O-] 1-bromo-4-(2-nitrovinyl)benzene